CN1N=C(N=N1)COCC(CC(=O)OCC)=O ethyl 4-((2-methyl-2H-tetrazol-5-yl) methoxy)-3-oxobutyrate